C1(C=CC(=O)O1)=O buteneDiic acid anhydride